ClC1=C(C=CC=C1C1=CC=C(C(=N1)OC)CNC[C@@H]1CCC(N1)=O)C1=C(C(=CC=C1)C1=CC(=C(C=C1)NC=1NCCN1)OC)Cl (S)-5-((((6-(2,2'-dichloro-4''-((4,5-dihydro-1H-imidazol-2-yl)amino)-3''-methoxy-[1,1':3',1''-terphenyl]-3-yl)-2-methoxypyridin-3-yl)methyl)amino)methyl)pyrrolidin-2-one